C(C)C1=NN2C(C=C(C=C2C)N2CC3(C2)CN(C3)C(=O)C3CCN(CC3)C)=C1N(C=1SC(=C(N1)C1=CC=C(C=C1)F)C#N)C 2-((2-ethyl-7-methyl-5-(6-(1-methylpiperidine-4-carbonyl)-2,6-diazaspiro[3.3]heptan-2-yl)pyrazolo[1,5-a]pyridin-3-yl)(methyl)amino)-4-(4-fluorophenyl)thiazole-5-carbonitrile